COC[C@@H](C)NC(=O)C1=CN(C2=NC=C(N=C21)NC[C@@H]2CN(CC2)C(=O)OC(C)(C)C)COCC[Si](C)(C)C |&1:19| Racemic-tert-butyl 3-{[(7-[((R)-1-methoxypropan-2-yl)carbamoyl]-5-{[2-(trimethylsilyl)ethoxy]methyl}-5H-pyrrolo[2,3-b]pyrazin-2-yl)amino]methyl}pyrrolidine-1-carboxylate